NC1=C(C=C(C=C1)B([O-])[O-])C 4-amino-3-methylphenylboronate